C(CCCCCCC)OC(=O)C=1C=NC=CC1 3-(octyloxycarbonyl)pyridin